C(C)(C)(C)OC(=O)N(C(OC(C)(C)C)=O)C1=NN2C(C=C(C=C2)C2=C(C(=C(C=C2)C)OCCC(C(=O)C2=CC=C(C=C2)F)(F)F)F)=N1 tert-butyl (tert-butoxycarbonyl)(7-(3-(3,3-difluoro-4-(4-fluorophenyl)-4-oxobutoxy)-2-fluoro-4-methylphenyl)-[1,2,4]triazolo[1,5-a]pyridin-2-yl)carbamate